S1C(=CC=C1)N[C@H](C)C(=O)O D-2-thienylalanine